C(C)(C)(C)NC1CN(CC1)C=1N=NC(=CN1)C1=C(C=C(C=C1)C=1OC=CN1)O 2-{3-[3-(tert-butylamino)pyrrolidin-1-yl]-1,2,4-triazin-6-yl}-5-(1,3-oxazol-2-yl)phenol